N=1N=CN2C1C=CC(=C2)C2=CNC=1N=C(N=C(C12)OC)NC1CCC(CC1)OCCO 2-(((1r,4r)-4-((5-([1,2,4]triazolo[4,3-a]pyridin-6-yl)-4-methoxy-7H-pyrrolo[2,3-d]pyrimidin-2-yl)amino)cyclohexyl)oxy)ethan-1-ol